6-(difluoromethyl)-3-(3-(piperazin-1-yl)phenyl)imidazo[1,2-b]pyridazine FC(C=1C=CC=2N(N1)C(=CN2)C2=CC(=CC=C2)N2CCNCC2)F